N-(3,4-difluorophenyl)methyl-5-{5-carbamoyl-2-[2-(p-fluorophenyl)ethyl]-6-isobutyl-3-(5-methyl-1,3,4-thiadiazol-2-yl)-4-pyridyl}-2-thenamide FC=1C=C(C=CC1F)CNC(C1=CC=C(S1)C1=C(C(=NC(=C1C(N)=O)CC(C)C)CCC1=CC=C(C=C1)F)C=1SC(=NN1)C)=O